C(C)O[Zr](C(CC(=O)COCC)=O)(C(CC(=O)COCC)=O)OCC diethoxy-bis(ethoxyacetoacetyl)zirconium